FC=1C=C(C=C(C1)F)C1=CC(=CC=C1)C[C@@H]1N(CC([C@@H]1NS(=O)(=O)C)(F)F)C(=O)[C@@H]1OCCC1 N-{(2S,3R)-2-[(3',5'-difluoro[1,1'-biphenyl]-3-yl)methyl]-4,4-difluoro-1-[(2R)-oxolane-2-carbonyl]pyrrolidin-3-yl}methane-sulfonamide